2-(1-ethyl-3-methyl-1H-pyrazol-5-yl)-8-(3-morpholinopropoxy)-9H-pyrimido[4,5-b]Indole-6-carboxamide C(C)N1N=C(C=C1C=1N=CC2=C(NC3=C(C=C(C=C23)C(=O)N)OCCCN2CCOCC2)N1)C